CC1=NOC(=C1C=1C=C2C(=NC1)C(=C(N2[C@@H](C)C2=NC=CC=C2)C(F)(F)F)C2=CC=C(C(=O)O)C=C2)C (S)-4-(6-(3,5-dimethylisoxazol-4-yl)-1-(1-(pyridin-2-yl)ethyl)-2-(trifluoromethyl)-1H-pyrrolo[3,2-b]pyridin-3-yl)benzoic acid